(R)-N-(3-(4-(2-(3,5-dichloro-4-(3-CHloropropoxy)phenyl)propan-2-yl)phenoxy)-2-hydroxypropyl)methanesulfonamide ClC=1C=C(C=C(C1OCCCCl)Cl)C(C)(C)C1=CC=C(OC[C@@H](CNS(=O)(=O)C)O)C=C1